(3-(4-(4-(8-bromoquinoxalin-2-yl)-1H-pyrazol-1-yl)piperidin-1-yl)phenyl)-N-((2-(2,6-dioxopiperidin-3-yl)-1-oxoisoindolin-5-yl)methyl)-2,2-difluoroacetamide BrC=1C=CC=C2N=CC(=NC12)C=1C=NN(C1)C1CCN(CC1)C=1C=C(C=CC1)C(C(=O)NCC=1C=C2CN(C(C2=CC1)=O)C1C(NC(CC1)=O)=O)(F)F